tert-Butyl 2-((((9H-fluoren-9-yl)methoxy) carbonyl)(methyl)amino)-4-(3-methoxy-4-(methylcarbamoyl)phenyl)butanoate C1=CC=CC=2C3=CC=CC=C3C(C12)COC(=O)N(C(C(=O)OC(C)(C)C)CCC1=CC(=C(C=C1)C(NC)=O)OC)C